N[C@@H](C(=O)NCCCC)CC1=CC=CC=C1 (R)-2-amino-N-butyl-3-phenylpropanamide